(1-(4-bromophenyl)ethyl)-1H-imidazole BrC1=CC=C(C=C1)C(C)N1C=NC=C1